CC1(CCNCC1)C(=O)OCC Ethyl 4-methyl-4-piperidinecarboxylate